C[C@@H]1CN(C[C@H]2N1CC1=CC(=CC=C21)N[C@@H]2CNCCOC2)C2=C1C=CC=NC1=C(C=C2)C#N 5-[(4R,10bS)-4-methyl-8-[[(6R)-1,4-oxaazepan-6-yl]amino]-3,4,6,10b-tetrahydro-1H-pyrazino[2,1-a]isoindol-2-yl]quinoline-8-carbonitrile